C(C)N1NC(C2=CC=C(C=C2C1=O)F)=O 3-ethyl-6-fluoro-2H-phthalazine-1,4-dione